tert-butyl (4-((5-(methylsulfonyl)piperidin-3-yl)oxy)benzyl)carbamate CS(=O)(=O)C1CC(CNC1)OC1=CC=C(CNC(OC(C)(C)C)=O)C=C1